Ethyl 1-((2,2-difluorocyclobutyl)methyl)-1H-1,2,3-triazole-5-carboxylate FC1(C(CC1)CN1N=NC=C1C(=O)OCC)F